O1CCC(CC1)C[C@H](OC1=CC=C(C(=O)OC2=NC(=NC(=N2)OC)OC)C=C1)C1=CC=C(C=C1)C1=CC=C(C=C1)C(F)(F)F 4,6-Dimethoxy-1,3,5-triazin-2-yl (S)-4-(2-(tetrahydro-2H-pyran-4-yl)-1-(4'-(trifluoromethyl)-[1,1'-biphenyl]-4-yl)ethoxy)benzoate